(4-Chloro-1,5-dimethyl-1H-pyrazol-3-yl)-{4-[2-(4-fluoro-phenyl)-ethyl]-piperazin-1-yl}-methanone ClC=1C(=NN(C1C)C)C(=O)N1CCN(CC1)CCC1=CC=C(C=C1)F